N-cyclohexyl-2-(p-tolyl)-2H-indazole-3-carboxamide C1(CCCCC1)NC(=O)C=1N(N=C2C=CC=CC12)C1=CC=C(C=C1)C